FC(OC1=C(C(=O)O)C=CC=C1[N+](=O)[O-])F 2-(difluoromethoxy)-3-nitrobenzoic acid